C(C)(C)(C)OC(=O)N[C@H](C(=O)O)CCO (2S)-2-[(tert-butoxycarbonyl)amino]-4-hydroxybutyric acid